2,6,8-trimethyl-4-nonyl ether CC(C)CC(CC(CC(C)C)C)OC(CC(C)C)CC(CC(C)C)C